C(CCC)(=O)OCN1C(=NC=2N=C(N(C(C12)=O)CCC)Cl)C=1C=NN(C1)CC1=CC(=CC=C1)C(F)(F)F 2-Chloro-6-oxo-1-propyl-8-[1-(3-trifluoromethyl-benzyl)-1H-pyrazol-4-yl]-1,6-dihydro-purin-7-ylmethyl butyrate